C1[C@@H]([C@H](CSS1)O)O Trans-O-Dithiane-4,5-diol